FC(S(=O)(=O)OC1=CC(=C2C=CC(=NC2=C1)C)C1(CC1)NC(C1=C(C=CC(=C1)OC[C@H](C)NC(=O)OC(C)(C)C)C)=O)(F)F (S)-5-(1-(5-(2-((tert-Butoxycarbonyl)amino)propoxy)-2-methylbenzamido) cyclopropyl)-2-methylquinolin-7-yl trifluoromethanesulfonate